C(CCC)N1C(N(C(C=2C1=NSC2C(=O)N)=O)C2CCC(CC2)CN2C(NC(C2(C)C)=O)=O)=O Butyl-5-((1s,4s)-4-((5,5-dimethyl-2,4-dioxoimidazolidin-1-yl)methyl)cyclohexyl)-4,6-dioxo-4,5,6,7-tetrahydroisothiazolo[3,4-d]pyrimidine-3-carboxamide